2-(2-(4-(methylsulfonyl)phenoxy)ethoxy)ethane CS(=O)(=O)C1=CC=C(OCCOCC)C=C1